C(C)(C)(C)C1[C@@](N(N(CC1)C(=O)O)C(=O)O)(C(NN(C)C1=NC2=CC(=CC=C2C=C1)Br)=O)C(C)(C)C di-tert-butyl-(3S)-3-[[(7-bromo-2-quinolinyl)-methyl-amino]carbamoyl]hexahydropyridazine-1,2-dicarboxylic acid